C[O-].[Na+].ClC1=C(C=CC(=C1)C(F)(F)F)C(C)N=C=O 2-Chloro-1-(1-isocyanatoethyl)-4-(trifluoromethyl)benzene sodium methoxide